BrC1=C(C=NC=C1)OCCCCO[Si](C)(C)C(C)(C)C 4-[(4-bromo-3-pyridyl)oxy]butoxy-tert-butyl-dimethyl-silane